[NH+]12CCCC(CC1)C2 AZONIABICYCLO[3.2.1]OCTANE